CC=1C(=C(C=C(C1)C)C(CCC)C1=C(C(=CC(=C1)C)C)O)O 1,1-Bis-(3,5-dimethyl-2-hydroxyphenyl)butan